Cl.Cl.C(C)(C)[C@H]1[C@@H](C[C@@H](CC1)C)C(=O)NCC1=CC(=CC=C1)N1CCNCC1 (1R,2S,5R)-2-isopropyl-5-methyl-N-(3-(piperazin-1-yl)benzyl)cyclohexanecarboxamide dihydrochloride